(4-benzhydrylpiperazin-1-yl)(morpholin-2-yl)methanone C(C1=CC=CC=C1)(C1=CC=CC=C1)N1CCN(CC1)C(=O)C1CNCCO1